S(=O)(=O)(C1=CC=C(C)C=C1)OCCOS(=O)(=O)C1=CC=C(C)C=C1 1,2-Ditosyloxyethane